2-(((tert-butyldiphenylsilyl)oxy)methyl)-1-cyclopropylpyrrolidine [Si](C1=CC=CC=C1)(C1=CC=CC=C1)(C(C)(C)C)OCC1N(CCC1)C1CC1